CC(C#N)C(C1=C(C=CC=C1)C)=O 2-methyl-3-oxo-3-(o-tolyl)propanenitrile